1-(6-chloro-5-methoxy-4-methylpyridin-3-yl)ethanone ClC1=C(C(=C(C=N1)C(C)=O)C)OC